1-(5-(3,6-diazabicyclo[3.1.1]heptane-6-yl)-1-oxoisoindolin-2-yl)dihydropyrimidine-2,4(1H,3H)-dione C12CNCC(N1C=1C=C3CN(C(C3=CC1)=O)N1C(NC(CC1)=O)=O)C2